2-(9-(pyridin-2-yl)-6-oxaspiro[4.5]dec-9-yl)ethanamine N1=C(C=CC=C1)C1(CCOC2(CCCC2)C1)CCN